2-(1-(4-amino-3-(benzo[b]thiophen-2-yl)-1H-pyrazolo[3,4-d]pyrimidin-1-yl)ethyl)-5-fluoro-3-(3-fluorophenyl)-4H-chromen-4-one NC1=C2C(=NC=N1)N(N=C2C2=CC1=C(S2)C=CC=C1)C(C)C=1OC2=CC=CC(=C2C(C1C1=CC(=CC=C1)F)=O)F